NCCC[SiH2]C1=CC=CC=C1 3-aminopropyl-phenylsilane